NC=1C(=C(C=C2C=C(N=CC12)NC(=O)[C@H]1[C@@H](C1)C#N)C=1C=NC=CC1C)C(F)(F)F |r| (±)-trans-N-(8-amino-6-(4-methylpyridin-3-yl)-7-(trifluoromethyl)isoquinolin-3-yl)-2-cyanocyclopropanecarboxamide